ClC=1C(=CC(=C(C1)NC(CN1C=2N(C(C(=C1CC)N1CCNCC1)=O)N=C(N2)C=2CCOCC2)=O)C)CC N-(5-chloro-4-ethyl-2-methylphenyl)-2-(2-(3,6-dihydro-2H-pyran-4-yl)-5-ethyl-7-oxo-6-(piperazin-1-yl)-[1,2,4]triazolo[1,5-a]pyrimidin-4(7H)-yl)acetamide